C(C)(C)(C)N1N=CC(=C1)NC(CC1=CC(=C(OC2=CC=NC3=CC=C(C=C23)OC2CCC(CC2)NC(OC(C)(C)C)=O)C=C1)C)=O tert-butyl ((1r,4r)-4-((4-(4-(2-((1-(tert-butyl)-1H-pyrazol-4-yl)amino)-2-oxoethyl)-2-methylphenoxy)quinolin-6-yl)oxy)cyclohexyl)carbamate